C(C)C1(C(OCC1O)CO)O 3-ethyl-2-(hydroxymethyl)tetrahydrofuran-3,4-diol